CN1C[C@@H](CCC1)NC1=NN=C(C=2N1N=NC2)C2=C(C=C(C=C2)C(F)(F)F)O (R)-2-(7-((1-methylpiperidin-3-yl)amino)-[1,2,3]triazolo[1,5-d][1,2,4]triazin-4-yl)-5-(trifluoromethyl)phenol